C(CCC)N(C([C@@H](NC(C(CCCC)CC)=O)CCC(=O)O)=O)CCCC N-2-ethylhexanoyl-L-glutamic acid dibutylamide